3-(2-methyl-1-oxo-1,2-dihydro-6-isoquinolinyl)-N-((2S)-2-oxetanylmethyl)-6-quinoxalinecarboxamide CN1C(C2=CC=C(C=C2C=C1)C=1C=NC2=CC=C(C=C2N1)C(=O)NC[C@H]1OCC1)=O